1,1,1-trifluoro-2,2-bis(3-amino-4-hydroxyphenyl)ethane FC(C(C1=CC(=C(C=C1)O)N)C1=CC(=C(C=C1)O)N)(F)F